ONC(=O)C=1C=NC(=NC1)N1CC2C(C2C1)NCC=1C=NC2=CC=C(C=C2C1)F N-hydroxy-2-{6-[(6-fluoro-quinolin-3-ylmethyl)-amino]-3-aza-bicyclo[3.1.0]hex-3-yl}pyrimidine-5-carboxamide